(1-(4-cyano-6-(4-cyano-3-fluorophenyl)pyridin-2-yl)piperidin-4-yl)carbamic acid tert-butyl ester C(C)(C)(C)OC(NC1CCN(CC1)C1=NC(=CC(=C1)C#N)C1=CC(=C(C=C1)C#N)F)=O